BrC=1C=C2C(C(N(C2=CC1)CC1CCC1)=O)(F)F 5-bromo-1-(cyclobutylmethyl)-3,3-difluoroindol-2-one